1,3-dimethyl-2-oxo-7-(tetrahydro-2H-pyran-4-yl)-1,2-dihydroquinolin-5-yl trifluoromethanesulfonate FC(S(=O)(=O)OC1=C2C=C(C(N(C2=CC(=C1)C1CCOCC1)C)=O)C)(F)F